CN1CC(C1)(C)[C@@](C=1C=C(C=NC1)CCC1(CCCC=2C=CC=NC12)O)(C1=CC=C(C=C1)C(C)C)O 8-(2-{5-[(R)-(1,3-dimethyl-azetidin-3-yl)-hydroxy-(4-isopropyl-phenyl)-methyl]-pyridin-3-yl}-ethyl)-5,6,7,8-tetrahydro-quinolin-8-ol